COC=1C(=C2C=CNC2=C(C1)C)CN1[C@H](C[C@@H](CC1)NCC(F)(F)F)C1=CC=C(C(=O)O)C=C1 |r| (±)-trans-4-(1-((5-methoxy-7-methyl-1H-indol-4-yl)methyl)-4-((2,2,2-trifluoroethyl)amino)piperidin-2-yl)benzoic acid